C(C)(C)(C)OC(=O)NC1=CC=C(C=N1)C=1C=C(C(=O)O)C=CC1 3-(6-((tert-butoxycarbonyl)amino)pyridin-3-yl)benzoic acid